ONC(=N)C=1C=C(C(=O)NCCC(=O)NC=2SC(=C(N2)C)C(=O)OCCC)C=C(C1)C(F)(F)F propyl 2-[3-[[3-(N-hydroxycarbamimidoyl)-5-(trifluoromethyl)benzoyl]amino]propanoylamino]-4-methyl-thiazole-5-carboxylate